1-dodecyl-2,3-dimethyl-imidazole bromide [Br-].C(CCCCCCCCCCC)N1C(N(C=C1)C)C